(S,E)-N-(3-(4-chloro-3-fluorophenoxy)propylidene)-2-methylpropane-2-sulfinamide ClC1=C(C=C(OCC\C=N\[S@@](=O)C(C)(C)C)C=C1)F